FC=1C=C2C(=C(/C(/C2=CC1)=C/C1=CC=C(C=C1)S(=O)C)C)CC(=O)O (Z)-5-fluoro-2-methyl-1-[(4-methylsulfinylphenyl)methylene]-1H-indene-3-acetic acid